4-(3-bromo-5-fluorophenoxy)benzene-1-sulfonyl chloride BrC=1C=C(OC2=CC=C(C=C2)S(=O)(=O)Cl)C=C(C1)F